tert-butyl 5-[(6-{[1-tert-butyl-4-cyano-3-(4-nitrophenyl)-1H-pyrazol-5-yl]amino}pyridin-3-yl)oxy]pentanoate C(C)(C)(C)N1N=C(C(=C1NC1=CC=C(C=N1)OCCCCC(=O)OC(C)(C)C)C#N)C1=CC=C(C=C1)[N+](=O)[O-]